N1C(=NC2=C1C=CC=C2)CCNCCC=2OC(=CN2)C(=O)NCC2=NC=CC=C2F 2-(2-{[2-(1H-1,3-Benzodiazol-2-yl)ethyl]amino}ethyl)-N-[(3-fluoropyridin-2-yl)methyl]-1,3-oxazole-5-carboxamide